FC(C(C(S(=O)(=O)O)(F)F)(F)F)(F)F heptafluoro-1-propanesulfonic acid